CC1=CN=C2C(=NC(=NC2=N1)N1C[C@@H](OCC1)C1=CN=NC(=C1)C)C1CC(C1)C(F)(F)F (S)-4-(7-methyl-4-((1s,3R)-3-(trifluoromethyl)cyclobutyl)pteridin-2-yl)-2-(6-methylpyridazin-4-yl)morpholine